3-cyclopentylisothiazol-amine C1(CCCC1)C1(NSC=C1)N